OC(C(=O)[O-])CCC e-hydroxypentanoate